2-amino-4-carboxyphenylboronic acid NC1=C(C=CC(=C1)C(=O)O)B(O)O